2-methyl-3-(3,7,11,15-tetramethyl-2-hexadecenyl)-1,4-naphthalenedione CC=1C(C2=CC=CC=C2C(C1CC=C(CCCC(CCCC(CCCC(C)C)C)C)C)=O)=O